(R)-3-mercapto-N-((R)-3-mercapto-1-((2-(methylamino)ethyl)amino)-1-oxopropane-2-yl)-2-((2-(methylamino)ethyl)amino)propionamide SC[C@@H](C(=O)N[C@H](C(=O)NCCNC)CS)NCCNC